Potassium sodium disuccinate monohydrate O.C(CCC(=O)[O-])(=O)[O-].C(CCC(=O)O)(=O)O.[Na+].[K+]